N-(2,3-dihydro-2-oxo-1H-benzimidazol-5-yl)-2-hydroxy-4-((2,5-dimethoxy-4-((methylamino)sulfonyl)phenyl)azo)naphthalene-2-carboxamide O=C1NC2=C(N1)C=CC(=C2)NC(=O)C2(CC1=CC=CC=C1C(=C2)N=NC2=C(C=C(C(=C2)OC)S(=O)(=O)NC)OC)O